N1(CCNCCCN(CCC1)CC=1C(=C(C=C(C1)C)C(=O)NCP(O)(O)=O)O)CC=1C(=C(C=C(C1)C)C(=O)NCP(O)(O)=O)O {1,4,8-triazacycloundecane-1,8-diylbis[methylene(2-hydroxy-5-methyl-3,1-phenylene)carbonylazanediylmethylene]}bis(phosphonic acid)